C(OCC=C)(OCCOCC)=O Carbonic acid, allyl 2-ethoxyethyl ester